N-(1-((1s,3s)-3-ethoxycyclobutyl)-3-(3-fluoropyridin-2-yl)-1H-pyrazol-4-yl)-5-(1H-pyrazol-4-yl)furan-2-carboxamide C(C)OC1CC(C1)N1N=C(C(=C1)NC(=O)C=1OC(=CC1)C=1C=NNC1)C1=NC=CC=C1F